C1(CC1)C1=NNC(=N1)C1CC2(CN(C2)C(=O)N2CC(C2)C23CC(C2)(C3)OC3=NC=C(N=C3)C(F)(F)F)C1 [6-(3-cyclopropyl-1H-1,2,4-triazol-5-yl)-2-azaspiro[3.3]heptan-2-yl]-[3-[3-[5-(trifluoromethyl)pyrazin-2-yl]oxy-1-bicyclo[1.1.1]pentanyl]azetidin-1-yl]methanone